OCO[Si](OC)(OC)CCC hydroxy-propyltrimethoxysilane